methyl 4-{[6-(5-chloro-2-fluorophenyl)-2H,3H,4H-pyrido[3,2-b][1,4]oxazin-8-yl]amino}-1H-pyrrolo[2,3-b]pyridine-3-carboxylate ClC=1C=CC(=C(C1)C=1C=C(C=2OCCNC2N1)NC1=C2C(=NC=C1)NC=C2C(=O)OC)F